4-[[4-(5-chloro-2-pyridinyl)-1-piperazinyl]carbonyl]-2-(2-methylpropyl)-1(2H)-phthalazinone ClC=1C=CC(=NC1)N1CCN(CC1)C(=O)C1=NN(C(C2=CC=CC=C12)=O)CC(C)C